tert-Butyl ((S)-(4,4-difluorocyclohexyl)(7-((R*)-2-methyl-1-(4,4,4-trifluorobutanamido)propyl)imidazo[1,2-b]pyridazin-2-yl)methyl)carbamate FC1(CCC(CC1)[C@@H](C=1N=C2N(N=CC(=C2)[C@@H](C(C)C)NC(CCC(F)(F)F)=O)C1)NC(OC(C)(C)C)=O)F |o1:16|